4-(4-Trifluoromethylphenoxy)piperidine hydrochloride Cl.FC(C1=CC=C(OC2CCNCC2)C=C1)(F)F